amino-5'-(trifluoromethoxy)-[1,1':3',1''-terphenyl]-4,4''-dicarboxylic acid NC1=C(C=CC(=C1)C(=O)O)C1=CC(=CC(=C1)OC(F)(F)F)C1=CC=C(C=C1)C(=O)O